C(C)(C)(C)OC(=O)N1[C@@H]2[C@H]([C@@H]([C@H]([C@H]1C(=O)OCC1=CC=CC=C1)CC2)F)CC2CC2 (1s,3s,4s,5s,6r)-6-(cyclopropylmethyl)-5-fluoro-2-azabicyclo[2.2.2]octane-2,3-dicarboxylic acid 3-benzyl ester 2-tert-butyl ester